7-(1-(2-oxa-5-azabicyclo[2.2.1]heptan-5-yl)ethyl)-N-benzyl-2-chloropyrrolo[2,1-f][1,2,4]triazin-4-amine C12OCC(N(C1)C(C)C1=CC=C3C(=NC(=NN31)Cl)NCC3=CC=CC=C3)C2